C(CCCCCCCCCCC)SC(=S)SC(C(=O)[O-])(C)C 2-(dodecylthiocarbonothioylthio)-2-methylpropionate